1H-imidazol-2-ylmethanamine N1C(=NC=C1)CN